NC1=CC=C(C=C1)[I+]C1=CC=C(C=C1)N bis(4-aminophenyl)iodonium